2,2'-oxybis-1-propanol dibenzoate C(C1=CC=CC=C1)(=O)O.C(C1=CC=CC=C1)(=O)O.O(C(CO)C)C(CO)C